methyl (Z)-2-azido-3-(2,3-dichlorophenyl)prop-2-enoate N(=[N+]=[N-])\C(\C(=O)OC)=C/C1=C(C(=CC=C1)Cl)Cl